ClC=1C=C(C=C(C1)Cl)C1=NC(=CC(=C1)CN1CCC(CC1)COC(NC)=O)OC=1C=NC(=NC1)N1CCNCC1 (1-((2-(3,5-dichlorophenyl)-6-((2-(piperazin-1-yl)pyrimidin-5-yl)oxy)pyridin-4-yl)methyl)piperidin-4-yl)methylmethylcarbamate